(R)-7,7-Dimethyl-4-(3-(methylamino)pyrrolidin-1-yl)-7,8-dihydro-6H-pyrimido[5,4-b][1,4]oxazin-2-amine CC1(NC2=C(OC1)C(=NC(=N2)N)N2C[C@@H](CC2)NC)C